O1NC(=C1)C(=O)O oxazetic acid